Cl.BrC1=CC=CC(=N1)NC(=O)[C@H]1NC[C@@H](C1)C (2S,4R)-N-(6-bromopyridin-2-yl)-4-methylpyrrolidine-2-carboxamide hydrochloride